methyl 4-(benzyloxy)-1-(3-(ethoxycarbonyl)thioureido)-7-phenyl-2,6-naphthyridine-3-carboxylate C(C1=CC=CC=C1)OC1=C(N=C(C2=CC(=NC=C12)C1=CC=CC=C1)NC(=S)NC(=O)OCC)C(=O)OC